C1(CC1)C1=CN=C(N=N1)N[C@@H]1C[C@H](CC1)NC1=CC=C(C=N1)N1N=CC=C(C1=O)C 2-(6-(((1S,3S)-3-((6-cyclopropyl-1,2,4-triazin-3-yl)amino)cyclopentyl)amino)pyridin-3-yl)-4-methylpyridazin-3(2H)-one